C1(CC1)C1=NN(C=C1C1=NC(=CC=C1)NC1CN(C1)C)[C@@H]1C[C@H](C1)CNC=1C=C2C(N(C(C2=CC1)=O)C1C(NC(CC1)=O)=O)=O 5-(((trans-3-(3-cyclopropyl-4-(6-((1-methylazetidin-3-yl)amino)pyridin-2-yl)-1H-pyrazol-1-yl)cyclobutyl)methyl)amino)-2-(2,6-dioxopiperidin-3-yl)isoindoline-1,3-dione